FC(CCI)(C(C(C(C(C(F)(F)F)(F)F)(F)F)(F)F)(F)F)F 3,3,4,4,5,5,6,6,7,7,8,8,8-tridecafluorooctyliodide